C(C=C)[C@H]1N(C[C@H]1N1CCN(CC1)C(=O)OCC1=CC=CC=C1)C(=O)OC(C)(C)C benzyl 4-((2R,3R)-2-allyl-1-(tert-butoxycarbonyl)azetidin-3-yl)piperazine-1-carboxylate